5-butyl-2-(4-chlorophenyl)-2,4-dihydro-3H-1,2,4-triazol-3-one C(CCC)C=1NC(N(N1)C1=CC=C(C=C1)Cl)=O